ClCC=1N=C2N(C(C1)=O)N(C=C2)C 5-(chloromethyl)-1-methyl-pyrazolo[1,5-a]pyrimidin-7-one